F[C@@H]\1[C@@]2(C[C@@H]([C@](C/C1=C\C=1N=CC(=NC1)C1=C(C=C(C=C1)N1C=NC=C1)O)(N2)C)F)C 2-(5-((E)-((1S,2S,5S,6S)-2,6-difluoro-1,5-dimethyl-8-azabicyclo[3.2.1]octan-3-ylidene)methyl)pyrazin-2-yl)-5-(1H-imidazol-1-yl)phenol